4-(2-chloroethoxy)-2-(2,6-dioxopiperidin-3-yl)isoindoline-1,3-dione ClCCOC1=C2C(N(C(C2=CC=C1)=O)C1C(NC(CC1)=O)=O)=O